CC1=CC=C(C=N1)C1=NC(=C2C(=N1)N(N=C2)C2=CC=CC=C2)NC(=O)C=2SC(=CC2)[N+](=O)[O-] N-(6-(6-methylpyridin-3-yl)-1-phenyl-1H-pyrazolo[3,4-d]pyrimidin-4-yl)-5-nitrothiophene-2-carboxamide